m-biphenylyl-N-methylpiperidinium C1(=C(C=CC=C1)[N+]1(CCCCC1)C)C1=CC=CC=C1